2-(2-cyclopentyl-5-methyl-1-piperidyl)-2-oxo-acetamide C1(CCCC1)C1N(CC(CC1)C)C(C(=O)N)=O